C12(CC3CC(CC(C1)C3)C2)C(=O)N 1-Adamantanecarboxamide